CC(OC(NCCNC(NNC(=O)OCC1C2=CC=CC=C2C=2C=CC=CC12)=O)=O)(C)C (9H-fluoren-9-yl)methyl 11,11-dimethyl-4,9-dioxo-10-oxa-2,3,5,8-tetraazadodecanoate